2-(2-(cyclopropanesulfonylamino)pyrimidin-4-yl)-N-(4-(6-ethoxypyrazin-2-yl)phenyl)-2-methoxyacetamide C1(CC1)S(=O)(=O)NC1=NC=CC(=N1)C(C(=O)NC1=CC=C(C=C1)C1=NC(=CN=C1)OCC)OC